(R)-4-((3S,5R,8R,9S,10S,13R,14S,17R)-3-hydroxy-10,13-dimethyl-3-(naphthalen-2-ylmethyl)hexadecahydro-1H-cyclopenta[a]phenanthren-17-yl)pentanoic acid O[C@]1(CC[C@@]2([C@H]3CC[C@@]4([C@H](CC[C@H]4[C@@H]3CC[C@@H]2C1)[C@@H](CCC(=O)O)C)C)C)CC1=CC2=CC=CC=C2C=C1